2-butoxy-7-((5-(pyrrolidin-1-ylmethyl)pyridin-2-yl)methyl)-5H-pyrrolo[3,2-d]pyrimidin-4-amine C(CCC)OC=1N=C(C2=C(N1)C(=CN2)CC2=NC=C(C=C2)CN2CCCC2)N